(E)-2,2-difluoro-4-iodo-1-phenyl-4-(p-tolyl)but-3-en-1-one 2-ethylhexyl-2-cyano-3,3-diphenylacrylate C(C)C(COC(C(=C(C1=CC=CC=C1)C1=CC=CC=C1)C#N)=O)CCCC.FC(C(=O)C1=CC=CC=C1)(\C=C(/C1=CC=C(C=C1)C)\I)F